tert-Butyl (2-(6-fluoropyridin-2-yl)-2-oxoethyl)(methyl)carbamate FC1=CC=CC(=N1)C(CN(C(OC(C)(C)C)=O)C)=O